2-methoxy-1,7-dimethyl-6H-purin-6-one COC=1N(C(C=2N(C=NC2N1)C)=O)C